disodium N,N'-diacetyl-L-cystine C(C)(=O)N[C@@H](CSSC[C@@H](C(=O)O)NC(C)=O)C(=O)O.[Na].[Na]